2-amino-4,4-dimethylpentanoic acid hydrochloride Cl.NC(C(=O)O)CC(C)(C)C